N-(2-(((2-(Pyridin-2-yl)ethyl)amino)methyl)quinolin-8-yl)-4-(trifluoromethyl)benzenesulfonamide N1=C(C=CC=C1)CCNCC1=NC2=C(C=CC=C2C=C1)NS(=O)(=O)C1=CC=C(C=C1)C(F)(F)F